C1(CC1)C1=CC=C(C=C1)N1N=C2CCN(C[C@H]3C2=C1CCN3C(C3=CN=C(C=C3NC)C(F)(F)F)=O)C(C=C)=O |o1:16| (R or S)-1-(2-(4-cyclopropylphenyl)-5-(4-(methylamino)-6-(trifluoromethyl)nicotinoyl)-2,3,4,5,5a,6,8,9-octahydro-7H-1,2,5,7-tetraazabenzo[cd]azulen-7-yl)prop-2-en-1-one